C1=2N3C=CC=C3C(NC2C=CC=N1)=O 2,8,13-triazatricyclo[7.4.0.02,6]trideca-1(9),3,5,10,12-pentaen-7-one